Furfural methacrylate C(C(=C)C)(=O)O.C(C1=CC=CO1)=O